(4S)-5,5-difluoro-1-[2-(oxolan-2-yl)ethyl]-3-(trifluoromethyl)-6,7-dihydro-4H-indazol-4-ol FC1([C@H](C=2C(=NN(C2CC1)CCC1OCCC1)C(F)(F)F)O)F